2-(4-(4-(5,6,7,8-tetrahydro-1,8-naphthyridin-2-yl)butylamino)piperidin-1-yl)propionic acid N1=C(C=CC=2CCCNC12)CCCCNC1CCN(CC1)C(C(=O)O)C